COC(C1=C(N=CC=C1)N1SC2=C(C1=O)C=CC=C2)=O 2-(3-oxobenzo[d]isothiazol-2(3H)-yl)nicotinic acid methyl ester